thiaCyclobutane S1CCC1